3,10-bis{[tert-butyl(dimethyl)silyl]oxy}pentadeca-4,6,8,12-tetraen-1-ol [Si](C)(C)(C(C)(C)C)OC(CCO)C=CC=CC=CC(CC=CCC)O[Si](C)(C)C(C)(C)C